4-((2R,3R)-2-Methyl-1-(6-(3'-methyl-6',7'-dihydrospiro[piperidine-4,4'-pyrazolo[5,1-c][1,4]oxazin]-1-yl)-2-(trifluoromethyl)pyrimidin-4-yl)azetidin-3-yl)piperazin C[C@H]1N(C[C@H]1N1CCNCC1)C1=NC(=NC(=C1)N1CCC2(OCCN3C2=C(C=N3)C)CC1)C(F)(F)F